(S)-N-(4-fluoro-5-((3-((6-methylpyridin-3-yl)methyl)pyrrolidin-1-yl)methyl)thiazol-2-yl)acetamide FC=1N=C(SC1CN1C[C@H](CC1)CC=1C=NC(=CC1)C)NC(C)=O